N-((5-(2,6-difluorophenyl)pyridin-2-yl)methyl)cyclobutanamine FC1=C(C(=CC=C1)F)C=1C=CC(=NC1)CNC1CCC1